(R)-(4-(4-fluoropyrazolo[1,5-a]pyridin-2-yl)-1,4,6,7-tetrahydro-5H-imidazo[4,5-c]pyridin-5-yl)(5-(5-methyl-1H-pyrazol-3-yl)-1,3,4-oxadiazol-2-yl)methanone FC=1C=2N(C=CC1)N=C(C2)[C@@H]2N(CCC1=C2N=CN1)C(=O)C=1OC(=NN1)C1=NNC(=C1)C